C(C)(C)OC(CCCCCCCCC(=O)OC(C)C)=O Diisopropyl-sebacat